OC[C@@H](CC(CO)(C)C)NC(OC(C)(C)C)=O tert-Butyl N-[(2R)-1,5-dihydroxy-4,4-dimethylpentan-2-yl]carbamate